O=C1NC2=CC=CC=C2C12CCCC2 oxospiro[cyclopentane-1,3'-indoline]